1-(4-fluorophenyl)-3-methyl-1H-pyrazole FC1=CC=C(C=C1)N1N=C(C=C1)C